4-methoxy-3-(N-(5-(methylsulfonyl)-2-(5-methylthiophen-2-yl)phenyl)sulfamoyl)benzoic Acid COC1=C(C=C(C(=O)O)C=C1)S(NC1=C(C=CC(=C1)S(=O)(=O)C)C=1SC(=CC1)C)(=O)=O